N1C=CC=2C1=NC=CC2C(C)OC=2C=C1C(=NNC1=CC2)C=2C=CC(=NC2)N2CC1(C2)CCN(CC1)C(COC)=O 1-(2-(5-(5-(1-(1H-pyrrolo[2,3-b]pyridin-4-yl)ethoxy)-1H-indazol-3-yl)pyridin-2-yl)-2,7-diazaspiro[3.5]nonan-7-yl)-2-methoxyethan-1-one